cis-2-methylcyclopropane-carboxylic acid C[C@@H]1[C@@H](C1)C(=O)O